2-[[4-(1-methylindazol-6-yl)-7-[(1-methyl-4-piperidyl)amino]-1-oxo-isoindolin-2-yl]methyl]prop-2-enenitrile CN1N=CC2=CC=C(C=C12)C1=C2CN(C(C2=C(C=C1)NC1CCN(CC1)C)=O)CC(C#N)=C